(S)-2-(1-Cyclopropyl-3-methyl-4-oxo-1,4-dihydro-5H-pyrazolo[3,4-d]pyridazin-5-yl)-N-(1-(4-methoxy-3-methylphenyl)ethyl)acetamid C1(CC1)N1N=C(C2=C1C=NN(C2=O)CC(=O)N[C@@H](C)C2=CC(=C(C=C2)OC)C)C